7-Fluoro-1,5-dimethyl-4-[2-methyl-4-(1-methyl-1H-pyrazol-4-yl)benzenesulfonyl]-1,2,3,4-tetrahydroquinoxaline FC1=CC(=C2N(CCN(C2=C1)C)S(=O)(=O)C1=C(C=C(C=C1)C=1C=NN(C1)C)C)C